N-(2-hydroxyethyl)-2-methyl-4-(2H-tetrazol-5-yl)benzenesulfonamide OCCNS(=O)(=O)C1=C(C=C(C=C1)C=1N=NNN1)C